C1(CC1)C=1CN(C2=CC(=NC=C2C1)NC1=NC=C(C=C1)C)CC 3-cyclopropyl-1-ethyl-7-((5-methylpyridin-2-yl)amino)-1,6-naphthyridin